chlorine calcium silicate [Si]([O-])([O-])([O-])O.[Ca+2].[Cl+]